ClC1=CC(=C(C=C1)[C@@]1(OC2=C(O1)C=CC=C2C2CCN(CC2)CC=2N(C(=CN2)/C=C/C(=O)OCC)C[C@H]2S(CC2)(=O)=O)C)F ethyl (E)-3-(2-((4-((S)-2-(4-chloro-2-fluorophenyl)-2-methylbenzo[d][1,3]dioxol-4-yl)piperidin-1-yl)methyl)-1-(((S)-1,1-dioxidothietan-2-yl)methyl)-1H-imidazol-5-yl)acrylate